2-(2,6-Dioxopiperidin-3-yl)-5-(4-(piperidin-4-ylmethyl)piperazin-1-yl)isoindoline-1,3-dione trifluoroacetate salt FC(C(=O)O)(F)F.O=C1NC(CCC1N1C(C2=CC=C(C=C2C1=O)N1CCN(CC1)CC1CCNCC1)=O)=O